FC(C(=O)O)(F)F.N(N)C1=CC=CC2=C1N(C=N2)C 7-Hydrazinyl-1-methyl-1H-1,3-benzodiazole trifluoroacetate